CN(C(OC1C2=CC=CC=C2C=2C=CC=CC12)=O)CCC=O (9H-fluoren-9-yl) methyl(3-oxopropyl)carbamate